(2-aminocyclohexyl)carbamic acid NC1C(CCCC1)NC(O)=O